2-chloro-5-(4-chlorophenoxy)-N-[2-(2,4-dichlorophenyl)-2-fluoro-ethyl]pyridine-4-carboxamide ClC1=NC=C(C(=C1)C(=O)NCC(F)C1=C(C=C(C=C1)Cl)Cl)OC1=CC=C(C=C1)Cl